Cl.NCC1=CC=C(C=C1)C1=NNC(C2=CC(=C(C=C12)OC)OC)=O 4-(4-(aminomethyl)phenyl)-6,7-dimethoxy-phthalazin-1(2H)-one hydrochloride